(3S,4R)-3-(4-hydroxy-1-(pyrimidin-5-yl)pyrrolidin-3-yl)-4-methyl-N-(5-(trifluoromethyl)pyridin-3-yl)benzamide iron-nickel-cobalt-copper [Cu].[Co].[Ni].[Fe].O[C@@H]1[C@H](CN(C1)C=1C=NC=NC1)C=1C=C(C(=O)NC=2C=NC=C(C2)C(F)(F)F)C=CC1C